C1=CC=CC=2C3=CC=CC=C3C(C12)COC(=O)N[C@H](C(=O)O)CC1=C(C=CC(=C1)F)C=1C=NN(C1)C (S)-2-((((9H-fluoren-9-yl)methoxy)carbonyl)amino)-3-(5-fluoro-2-(1-methyl-1H-pyrazol-4-yl)phenyl)propanoic acid